O=C1OC[C@H](N1)C(=O)O (4S)-2-oxooxazolidine-4-carboxylic acid